C(C)(=O)N1C=2N(CC1C(=O)N(C)C)C(=C(N2)C2=NC(=CC=C2)C)C2=CC=1C=NC=CC1S2 1-Acetyl-N,N-dimethyl-6-(6-methylpyridin-2-yl)-5-(thieno[3,2-c]pyridin-2-yl)-2,3-dihydro-1H-imidazo[1,2-a]imidazole-2-carboxamide